ClC1=CC2=C(NC(N2)=O)C=C1 5-chloro-1,3-dihydro-2H-benzimidazol-2-one